C(C)(C)(C)C1=CC(=NN1[C@H]1CN(CC1)C)NC=1N(C=2C(=NC=C(C2Cl)OC=2C=NN3C2C(=NC=C3)NC)N1)C (R)-N-(5-(tert-butyl)-1-(1-methylpyrrolidin-3-yl)-1H-pyrazol-3-yl)-7-chloro-1-methyl-6-((4-(methylamino)pyrazolo[1,5-a]pyrazin-3-yl)oxy)-1H-imidazo[4,5-b]pyridin-2-amine